C(CC)(=O)OCCC(CCCCC)Br 3-bromo-octyl propionate